O(C1=CC=C2C3=NC4=CC=CC5=CC=CC(N3C(C2=C1)=O)=C54)C5=CC=C4C1=NC2=CC=CC3=CC=CC(N1C(C4=C5)=O)=C32 10,10'-Oxy-bis-12H-phthaloperin-12-on